9-(4,4-Difluorocyclohexyl)-7-methyl-2-((6-methyl-2,3-dihydrobenzofuran-5-yl)amino)-7,9-dihydro-8H-purin-8-one FC1(CCC(CC1)N1C2=NC(=NC=C2N(C1=O)C)NC=1C(=CC2=C(CCO2)C1)C)F